(3-methoxy-3-oxopropyl)-3-nitrocyclobutane-1-carboxylate COC(CCOC(=O)C1CC(C1)[N+](=O)[O-])=O